Cl.CN1C=NC=2C1=NC=C(C2)/C=C/C2=CC=C(S2)CN2C(NN=C2)=O 4-[[5-[(E)-2-(3-methylimidazo[4,5-b]pyridin-6-yl)vinyl]-2-thienyl]methyl]-1,2,4-triazol-3-one hydrochloride